6-(4-(dimethylamino)piperidin-1-yl)-5-methoxypyridin-3-amine CN(C1CCN(CC1)C1=C(C=C(C=N1)N)OC)C